CN1C(C(CCC1(C)C)C(C(=O)O)(CCCCCCCC(=O)O)C1C(N(C(CC1)(C)C)C)(C)C)(C)C.C(C)(C)(C)NC(C(C1CCN(CC1)CC)N(C(CCCCCCCCC)=O)C(CCCCCCCCCCC)CCCCCCCCCCC)=O N-(2-(tert-butylamino)-1-(1-ethylpiperidin-4-yl)-2-oxoethyl)-N-(tricosan-12-yl)decanoamide bis(1,2,2,6,6-pentamethylpiperidyl)sebacate